2-amino-N-(4-fluorophenyl)-2-methylhex-5-enamide NC(C(=O)NC1=CC=C(C=C1)F)(CCC=C)C